O1COC(=C1)N dioxol-4-amine